N1(N=CC=C1)CC1=CC2=C(C(=NO2)NS(=O)(=O)C2=C(C=C(C=C2)C2CC2)OC)C2=C1CCO2 N-(4-((1H-pyrazol-1-yl)methyl)-2,3-dihydrobenzofuro[7,6-d]isoxazol-8-yl)-4-cyclopropyl-2-methoxybenzenesulfonamide